C(C)OC[C@H](C(C)C)N1C=NC=2C=NC=3C=CC=CC3C21 1-[(1S)-1-(ethoxymethyl)-2-methyl-propyl]imidazo[4,5-c]quinoline